COC(=O)C1(CC(N(CC1)CC1=C(C(=CC=C1)Cl)F)C(F)(F)F)CC1=NC(=CC=C1F)Br 4-((6-bromo-3-fluoropyridin-2-yl)methyl)-1-(3-chloro-2-fluorobenzyl)-2-(trifluoromethyl)piperidine-4-carboxylic acid methyl ester